ClC=1C=CC2=C(C1)C1(CCN(CC1)CCOC1=CC3=C(N(C=N3)C3CC(C3)(C)O)C(=C1)C(F)(F)F)OC(N2)=O 6-chloro-1'-(2-{1-[(cis)-3-hydroxy-3-methylcyclobutyl]-7-(trifluoromethyl)-1H-1,3-benzimidazol-5-yloxy}ethyl)-1H-spiro[3,1-benzoxazine-4,4'-piperidin]-2-one